5-ethyl-4-(7-fluoro-1H-indazol-3-yl)-N-[(3S)-3-piperidyl]pyrimidin-2-amine C(C)C=1C(=NC(=NC1)N[C@@H]1CNCCC1)C1=NNC2=C(C=CC=C12)F